C([C@H](O)C)(=O)[O-] |r| racemic-lactate